Dimethyldimethoxy-silan C[Si](OC)(OC)C